ClC=1C=C(C=NC1OC1=CC=NC2=CC(=C(C=C12)C(NCC)=O)OC)NC(=O)C1(CC1)C(=O)NC1=CC=C(C=C1)F 1-N'-[5-chloro-6-[6-(ethylcarbamoyl)-7-methoxyquinolin-4-yl]oxypyridin-3-yl]-1-N-(4-fluorophenyl)cyclopropane-1,1-dicarboxamide